N1C=CC2=CC=C(C=C12)CNC1=NC2=CC(=CC=C2N=C1)N1CCCCC1 N-(1H-indol-6-ylmethyl)-7-(piperidin-1-yl)quinoxalin-2-amine